CN1C2CN(C(C1C2)=O)C2=CC=C(C=C2)[N+](=O)[O-] 6-methyl-3-(4-nitrophenyl)-3,6-diazabicyclo[3.1.1]heptan-2-one